NC=1N=C(C2=C(N1)N(C=C2)[C@@H]2O[C@@H]([C@@H]1[C@H]2OC(O1)(C)C)CO)Cl ((3aR,4R,6R,6aR)-6-(2-amino-4-chloro-7H-pyrrolo[2,3-d]pyrimidin-7-yl)-2,2-dimethyltetrahydrofuro[3,4-d][1,3]dioxol-4-yl)methanol